FC1=COC2=C1C=CC=C2[C@@H](C)NC2=NN(C(C=1C2=CN(C(C1)=O)C1CCOCC1)=O)C (R)-4-((1-(3-fluorobenzofuran-7-yl)ethyl)amino)-2-methyl-6-(tetrahydro-2H-pyran-4-yl)-2,6-dihydropyrido[3,4-d]pyridazine-1,7-dione